tert-Butylhydroperoxid C(C)(C)(C)OO